ClC1=CC=C(C=N1)CNC(=O)[C@H]1N(C[C@@H](C1)O)C([C@H](C(C)(C)C)NC(OC(C)(C)C)=O)=O tert-butyl ((S)-1-((2S,4R)-2-(((6-chloropyridin-3-yl)methyl)carbamoyl)-4-hydroxypyrrolidin-1-yl)-3,3-dimethyl-1-oxobutan-2-yl)carbamate